3-((2,3-difluoro-4-(piperazin-1-yl)phenyl)amino)piperidine-2,6-dione FC1=C(C=CC(=C1F)N1CCNCC1)NC1C(NC(CC1)=O)=O